C1(CC1)C1=C(C(=NO1)C1=C(C=CC=C1)C(F)(F)F)C1=CC2(C1)CCN(CC2)C2=NN1C(C=N2)=C(C=C1)C(=O)O 2-(2-(5-Cyclopropyl-3-(2-(trifluoromethyl)phenyl)isoxazol-4-yl)-7-azaspiro[3.5]non-1-en-7-yl)pyrrolo[2,1-f][1,2,4]triazine-5-carboxylic acid